benzalvitamin c C(C1=CC=CC=C1)=C([C@@H]([C@@H]1C(O)=C(O)C(O1)=O)O)O